tert-butyl 4-[7-[2-methyl-8-(trifluoromethyl)imidazo[1,2-b]pyridazin-6-yl]-5-oxo-thiazolo[3,2-a]pyrimidin-2-yl]piperazine-1-carboxylate CC=1N=C2N(N=C(C=C2C(F)(F)F)C=2N=C3N(C(C2)=O)C=C(S3)N3CCN(CC3)C(=O)OC(C)(C)C)C1